N-[2-(methylamino)ethyl]pyridine-2-carboxamide CNCCNC(=O)C1=NC=CC=C1